N-(4-((4-(2,4-difluorobenzyloxy)-3-bromo-6-methyl-2-oxopyridin-1(2H)-yl)methyl)benzyl)-2-hydroxy-2-methylpropanamide FC1=C(COC2=C(C(N(C(=C2)C)CC2=CC=C(CNC(C(C)(C)O)=O)C=C2)=O)Br)C=CC(=C1)F